FC(CO[C@@H]1[C@@H](COC1)N)F |r| Racemic-(3R,4R)-4-(2,2-difluoroethoxy)tetrahydrofuran-3-amine